N1C=CC2=CC(=CC=C12)CN1CCN(CC1)C1=C(C=CC=C1)/C=C/C(=O)NO (E)-3-(2-(4-((1H-indol-5-yl)methyl)piperazin-1-yl)phenyl)-N-hydroxyacrylamide